FC1=C(C=C(C(=O)NC2=CC3=CN(N=C3C=C2N2CCOCC2)CCC(C)(C)O)C=C1)[N+](=O)[O-] 4-fluoro-N-(2-(3-hydroxy-3-methylbutyl)-6-morpholino-2H-indazol-5-yl)-3-nitrobenzamide